ClC1=C2C=NNC2=CC=C1NC1=NN(C2=CC=CC=C12)C=1C=C(C=NC1)NC(=O)C=1C=NN(C1)C N-(5-(3-((4-chloro-1H-indazol-5-yl)amino)-1H-indazol-1-yl)pyridin-3-yl)-1-methyl-1H-pyrazole-4-carboxamide